2-(3-cyclopropyl-5-{(1S)-1-[3-cyclopropyl-5-(trifluoromethoxy)benzamido]ethyl}-1H-1,2,4-triazol-1-yl)-1,3-thiazole-5-carboxylic acid C1(CC1)C1=NN(C(=N1)[C@H](C)NC(C1=CC(=CC(=C1)OC(F)(F)F)C1CC1)=O)C=1SC(=CN1)C(=O)O